ClC=1C=C(C=C(C1)Cl)CC=O 2-(3,5-dichlorophenyl)acetaldehyde